COC1=CC=C2C(=NC=NC2=C1)NC1=CC=C(C=C1)[S@](=O)(NC)=N (R)-4-((7-methoxyquinazolin-4-yl)amino)-N-methylbenzenesulfonimidamide